4,4-dimethyl-4-silapentane-1-sulfonic acid sodium salt [Na+].C[Si](CCCS(=O)(=O)[O-])(C)C